C(C)(=O)C(C(=O)NN)(CCCC(=O)NN)C(C)=O diacetyladipic acid dihydrazide